FC=1C=NC=2N(C1)N=CC2 6-fluoropyrazolo[1,5-a]pyrimidine